N-(3-chloro-2-fluorophenyl)-7-((7-methyl-7-azabicyclo[2.2.1]heptan-1-yl)ethynyl)-6-nitroquinazolin-4-amine ClC=1C(=C(C=CC1)NC1=NC=NC2=CC(=C(C=C12)[N+](=O)[O-])C#CC12CCC(CC1)N2C)F